COC(=O)N1C[C@@H](OCC1)CC1=C(N=C2N1C=CC(=C2)C)C2=C(C=C(C=C2F)N2N=C(C=C2)C(C)(C)O)F (S)-2-((2-(2,6-difluoro-4-(3-(2-hydroxypropan-2-yl)-1H-pyrazol-1-yl)phenyl)-7-methylimidazo[1,2-a]pyridin-3-yl)methyl)morpholine-4-carboxylic acid methyl ester